NC1=NC=CC(=C1Cl)SC1=CN=C(N=N1)N1CCC2(CC1)[C@@H](C1=CC=CC(=C1C2)C)N (S)-1'-(6-((2-amino-3-chloropyridin-4-yl)thio)-1,2,4-triazin-3-yl)-4-methyl-1,3-dihydrospiro[indene-2,4'-piperidin]-1-amine